C(C)(=O)N[C@H]1C[C@H](CCC1)C(=O)NC=1N=CC2=CC(=NC(=C2C1)NC(C)C)C#N (1S,3R)-3-acetamido-N-(7-cyano-5-(isopropylamino)-2,6-naphthyridin-3-yl)cyclohexane-1-carboxamide